O1COC2=C1C=CC(=C2)CC(C)NCC2=CC=CC=C2 1-(1,3-benzodioxol-5-yl)-N-benzylpropan-2-amine